Cl.S(=O)(=O)(O)O sulfate HCl